2-(4-(benzo[b]thiophen-4-ylmethyl)-2-(2-isopropylphenyl)piperazin-1-yl)-7-azaspiro[3.5]nonane S1C2=C(C=C1)C(=CC=C2)CN2CC(N(CC2)C2CC1(C2)CCNCC1)C1=C(C=CC=C1)C(C)C